OC1(C(C(C(C(C1(C1=CC=CC=C1)O)(C1=CC=CC=C1)O)(C1=CC=CC=C1)O)(C1=CC=CC=C1)O)(O)O)O octahydroxytetraphenyl-benzene